FC1(CCN(CC1)C1=C(C=CC(=N1)C=1N=NN(C1)C1=C(C=C(C=C1)C(CO)S(=O)(=O)N)N1CCC2(CC2)CC1)OC)F (4-(4-(6-(4,4-difluoropiperidin-1-yl)-5-methoxypyridin-2-yl)-1H-1,2,3-triazol-1-yl)-3-(6-azaspiro[2.5]oct-6-yl)phenyl)-2-hydroxyethane-1-sulfonamide